COC=1C(=C2C=CNC2=C(C1)C)CN1[C@@H](C2(C1)CCC2)C2=CC=C(C(=O)O)C=C2 |r| (+-)-4-(2-((5-methoxy-7-methyl-1H-indol-4-yl)methyl)-2-azaspiro[3.3]heptan-1-yl)benzoic acid